3-iodo-1-methylindazole IC1=NN(C2=CC=CC=C12)C